CC(C(=O)O)(C)CCC.C(CC)(=O)OCCC methyl-2-ethyl propionate (methyl-2-methyl-ethyl propionate)